[O-2].[Mn+2].[Ca+2].[O-2] calcium manganese oxide